2-ethyl-1H-naphtho[2,3-d]imidazole C(C)C1=NC2=C(N1)C=C1C=CC=CC1=C2